sodium bis(trifluoromethyl)sulfimide FC(F)(F)S(=N)C(F)(F)F.[Na]